1-(2-((4-(5-(2,5-dihydro-1H-pyrrol-1-yl)pyridin-3-yl)-1H-1,2,3-triazol-1-yl)methyl)imidazo[1,2-a]pyridin-6-yl)-N-((3-fluorobicyclo[1.1.1]pentan-1-yl)methyl)Methylamine hydrochloride Cl.N1(CC=CC1)C=1C=C(C=NC1)C=1N=NN(C1)CC=1N=C2N(C=C(C=C2)CNCC23CC(C2)(C3)F)C1